Tert-Butyl 3-(6-tert-butylsulfanyl-3-pyridyl)azetidine-1-carboxylate C(C)(C)(C)SC1=CC=C(C=N1)C1CN(C1)C(=O)OC(C)(C)C